(4-(2-morpholinoethoxy)phenyl)methanol O1CCN(CC1)CCOC1=CC=C(C=C1)CO